(4Z)-4-(1,3-benzothiazol-6-ylmethylene)-2-[[(1S)-1-(hydroxymethyl)propyl]amino]-1H-imidazol-5-one S1C=NC2=C1C=C(C=C2)\C=C\2/N=C(NC2=O)N[C@@H](CC)CO